O=C1NC(CCC1N1C(C2=CC=C(C=C2C1)N1CCN(CC1)CCC1CCN(CC1)CC(=O)OC(C)(C)C)=O)=O tert-butyl 2-(4-(2-(4-(2-(2,6-dioxopiperidin-3-yl)-1-oxoisoindolin-5-yl)piperazin-1-yl)ethyl)piperidin-1-yl)acetate